CC(CC(C#N)C(=O)O)N=NC(C)CC(C#N)C(=O)O 4,4'-azobis(cyanopentanoic acid)